4-(4-Amino-cyclohexyloxy)-2-chloro-benzonitrile NC1CCC(CC1)OC1=CC(=C(C#N)C=C1)Cl